4-(1-(4-chloro-2-fluorophenylethyl)-6-oxo-1,6-dihydropyridazin-3-yl)piperazine-1-carboxylic acid benzyl ester C(C1=CC=CC=C1)OC(=O)N1CCN(CC1)C1=NN(C(C=C1)=O)CCC1=C(C=C(C=C1)Cl)F